COC=1C=C(\C=N\NC(C2=CN=CC(=C2)C2=CC=C(C=C2)OCCC)=O)C=C(C1)OC (E)-N'-(3,5-dimethoxybenzylidene)-5-(4-propoxyphenyl)nicotinohydrazide